NC1=NC=CC(=C1)C[C@@H]1[C@H](N(C1=O)C(=O)N[C@H](CC)C1=NN(C=C1)C)C(=O)N(C)C=1SC=CC1 (2S,3R)-3-((2-aminopyridin-4-yl)methyl)-N2-(thiophen-2-yl)-N1-((R)-1-(1-methyl-1H-pyrazol-3-yl)propyl)-N2-methyl-4-oxoazetidine-1,2-dicarboxamide